O1C2=C(OCC1)C=C(C=C2)NC(=O)C=2C1=C(SC2)C=CC=C1 N-(2,3-dihydrobenzo[b][1,4]dioxin-6-yl)benzo[b]thiophene-3-carboxamide